[2-(2-bromoethoxy)ethoxy](t-butyl)diphenylsilane BrCCOCCO[Si](C1=CC=CC=C1)(C1=CC=CC=C1)C(C)(C)C